BrC1=CC(=CC2=CN(N=C12)C)NC(C=NO)=O N-(7-bromo-2-methyl-indazol-5-yl)-2-hydroxyimino-acetamide